N(=[N+]=[N-])CCOCCOC1(C(C2=C(C=CC=C2C1)S(=O)(=O)C)=O)F 2-(2-(2-Azidoethoxy)ethoxy)-2-fluoro-7-(methylsulfonyl)-2,3-dihydro-1H-inden-1-one